(1S,3R)-3-acetamido-N-(4-(5-fluoro-1,1-dimethyl-2,3-dihydro-1H-benzo[d]pyrrolo[1,2-a]imidazol-7-yl)5-methylpyridin-2-yl)cyclohexane-1-carboxamide C(C)(=O)N[C@H]1C[C@H](CCC1)C(=O)NC1=NC=C(C(=C1)C1=CC2=C(N=C3N2C(CC3)(C)C)C(=C1)F)C